C1(CC1)C1=NC(=NO1)C1=C(C=C(C=C1)[N+](=O)[O-])S(=O)(=O)NCC1=C(C=C(C=C1)OC)OC 2-(5-cyclopropyl-1,2,4-oxadiazol-3-yl)-N-(2,4-dimethoxybenzyl)-5-nitrobenzenesulfonamide